P(=O)(O)(O)O.NCCOC[C@H]([C@@H]1[C@H]([C@@H]([C@@H]([C@H](O)O1)O)O)O)O 7-O-(Aminoethyl)-D-glycero-β-D-manno-heptopyranose phosphate